2-ethyl-1,3-propylene glycol dibenzoate C(C1=CC=CC=C1)(=O)OCC(COC(C1=CC=CC=C1)=O)CC